C(C)OC(C)N1N=CC(=C1)C(O)C1=CC(=CC=C1)[N+](=O)[O-] (1-(1-ethoxyethyl)-1H-pyrazol-4-yl)(3-nitrophenyl)methanol